Tert-butyl N-[(5-bromo-6-methoxy-1,3-benzothiazol-2-yl)methyl]carbamate BrC=1C(=CC2=C(N=C(S2)CNC(OC(C)(C)C)=O)C1)OC